9-chloro-10-(2,4-difluorophenyl)-7-((S)-2-((methylsulfonyl)methyl)piperazin-1-yl)-2,3-dihydro-5H-[1,4]thiazino[2,3,4-ij]quinazolin-5-one ClC=1C=C2C(=NC(N3C2=C(C1C1=C(C=C(C=C1)F)F)SCC3)=O)N3[C@@H](CNCC3)CS(=O)(=O)C